2-(3-(4-hydroxystyryl)-5,5-dimethylcyclohex-2-ylidene)malononitrile OC1=CC=C(C=CC2C(CCC(C2)(C)C)=C(C#N)C#N)C=C1